(S)-N-(chroman-4-yl)-2-(1,3-dimethyl-1H-pyrazol-4-yl)benzo[d]thiazole-6-carboxamide O1CC[C@@H](C2=CC=CC=C12)NC(=O)C1=CC2=C(N=C(S2)C=2C(=NN(C2)C)C)C=C1